Tert-butyl 5-(benzylamino)hexahydrocyclopenta[c]pyrrole-2(1H)-carboxylate C(C1=CC=CC=C1)NC1CC2C(CN(C2)C(=O)OC(C)(C)C)C1